(1,5-cyclooctadienyl)(methoxy)iridium (I) C1(=CCCC=CCC1)[Ir-]OC